ClC=1C=CC(=C(C(=O)NC=2C(=NC(=CC2)OC)C)C1)NC1=C(C(=CC=C1)C#N)C 5-chloro-2-((3-cyano-2-methylphenyl)amino)-N-(6-methoxy-2-methylpyridin-3-yl)benzamide